CN1N=C(C=C1)N1N=NNC1=O 4-(1-methyl-1H-pyrazol-3-yl)-1,4-dihydro-5H-tetrazol-5-one